linoleic acid-d2 [2H]C([2H])(CCCCCC/C=C\C/C=C\CCCCC)C(=O)O